N-(phenyl)trifluoroacetamidate C1(=CC=CC=C1)NC(C(F)(F)F)=O